3,3-difluorocyclobutyl 5-(4-((4-(1H-pyrazol-4-yl)phenyl)amino)-5-fluoropyrimidin-2-yl)isoindoline-2-carboxylate N1N=CC(=C1)C1=CC=C(C=C1)NC1=NC(=NC=C1F)C=1C=C2CN(CC2=CC1)C(=O)OC1CC(C1)(F)F